CC1=CC=CC2=C(C3=CC=CC=C3C(=C12)O)O 1-methylanthracene-9,10-diol